10-(3'-bromo-4'-iodo-[1,1'-biphenyl]-4-yl)-10H-phenoxazine BrC=1C=C(C=CC1I)C1=CC=C(C=C1)N1C2=CC=CC=C2OC=2C=CC=CC12